C(C)(C)(C)OC(=O)N(C1=NC=CC2=C1N(C(N2[C@@H]2CCC(N(C2)C(=O)OC(C)(C)C)=O)=O)C2=CC=C(C=C2)OC2=CC=CC=C2)C(=O)OC(C)(C)C tert-butyl (5R)-5-[4-[bis(tert-butoxycarbonyl)amino]-2-oxo-3-(4-phenoxyphenyl)imidazo[4,5-c]pyridin-1-yl]-2-oxo-piperidine-1-carboxylate